N-{2-[(2-Acetamidopyridin-4-yl)ethynyl]-4-(2,2-difluoroethoxy)-6-fluoropyridin-3-yl}-2,2,2-trifluoroacetamide C(C)(=O)NC1=NC=CC(=C1)C#CC1=NC(=CC(=C1NC(C(F)(F)F)=O)OCC(F)F)F